CN1N=CC2=CC(=CC=C12)CC(=O)N (1-methyl-1H-indazol-5-yl)acetamide